C(C1=CC=CC=C1)(=O)O[C@H]1[C@H](O[C@@H]([C@@H]([C@H]1OC(C1=CC=CC=C1)=O)OC(C1=CC=CC=C1)=O)SC(CO[Si](C)(C)C(C)(C)C)CC=O)COC(C1=CC=CC=C1)=O (2R,3S,4S,5R,6R)-2-((benzoyloxy)methyl)-6-((1-((tert-butyldimethylsilyl)oxy)-4-oxobutan-2-yl)thio)tetrahydro-2H-pyran-3,4,5-triyl tribenzoate